4-(4-(4-chloro-7,7-dimethyl-5-oxo-5,7-dihydroindolo[1,2-a]quinazolin-10-yl)piperidin-1-yl)cyclohexane-1-carboxylic acid ClC=1C=2C(N=C3N(C2C=CC1)C1=CC(=CC=C1C3(C)C)C3CCN(CC3)C3CCC(CC3)C(=O)O)=O